methyl (2R,5R)-5-methyl-2-((((1r,4R)-4-phenylcyclohexyl)oxy)methyl)-3-(1-((2-(trimethylsilyl)ethoxy)methyl)-1H-pyrazol-5-yl)-2,5-dihydro-1H-pyrrole-1-carboxylate C[C@@H]1C=C([C@@H](N1C(=O)OC)COC1CCC(CC1)C1=CC=CC=C1)C1=CC=NN1COCC[Si](C)(C)C